FC(CNC(OC1CC(CC1)C1=CC(=NN1)NC1=C(C2=C(CS(C2)(=O)=O)C=C1)F)=O)(F)F 3-(3-((4-fluoro-2,2-dioxido-1,3-dihydrobenzo[c]thiophen-5-yl)amino)-1H-pyrazol-5-yl)cyclopentyl (2,2,2-trifluoroethyl)carbamate